FC(F)(F)N1C(CCC2=CC=CC=C12)=O (trifluoromethyl)-3,4-dihydro-1H-quinolin-2-one